BrC=1C=C2C(=NN(C(C2=CC1)=O)CC1=CC=C(C=C1)OC)OC1C(C1)(F)F 6-bromo-4-(2,2-difluorocyclopropoxy)-2-(4-methoxybenzyl)phthalazin-1(2H)-one